[(2R,4R)-4-Chloromethyl-pyrrolidin-2-yl]methyloxyl-7-oxo-6-(sulfooxy)-1,6-diazabicyclo[3.2.1]octane-2-carboxamide ClC[C@@H]1C[C@@H](NC1)COC1(N2C(N(C(CC1)C2)OS(=O)(=O)O)=O)C(=O)N